P(=O)([O-])([O-])[O-].[Mg+2].P(=O)([O-])([O-])[O-].[Mg+2].[Mg+2] Magnesium ortho-phosphat